difluorooctahydropentalen FC12CCCC2(CCC1)F